N1=C(C=CC=C1)C1=CNC2=NC=CC(=C21)N2C[C@@]1(CCCCN1)CCC2 (6R)-8-[3-(2-pyridyl)-1H-pyrrolo[2,3-b]pyridin-4-yl]-1,8-diazaspiro[5.5]undecane